N,N-bis-(carboxymethyl)-L-glutamate C(=O)(O)CN([C@@H](CCC(=O)[O-])C(=O)[O-])CC(=O)O